C(C)(C)C1=CC=C(C=C1)N1N=C(C=2CN(CCC21)C(=O)OC(C)(C)C)OC tert-butyl 1-(4-isopropylphenyl)-3-methoxy-1,4,6,7-tetrahydro-5H-pyrazolo[4,3-c]pyridine-5-carboxylate